((1r,4r)-4-(((tert-butyldiphenylsilyl)oxy)methyl)cyclohexyl)methanol CC(C)(C)[Si](C1=CC=CC=C1)(C2=CC=CC=C2)OCC3CCC(CC3)CO